CN(CCCC(=O)NC1=CC=C(C=C1)C(=O)N1C[C@H](CC1)NC1=NC=CC(=N1)C=1C(=NN2C1C=CC=C2)C2=CC=CC=C2)C (S)-4-(dimethylamino)-N-(4-(3-((4-(2-phenylpyrazolo[1,5-a]pyridin-3-yl)pyrimidin-2-yl)amino)pyrrolidine-1-carbonyl)phenyl)butanamide